4-{4,6-bis[4-(1-methyl-1H-pyrazol-4-yl)-1H-imidazol-1-yl]-3-(propane-2-yl)-1H-pyrazolo[3,4-b]pyridin-1-yl}-3-ethylbenzonitrile CN1N=CC(=C1)C=1N=CN(C1)C1=C2C(=NC(=C1)N1C=NC(=C1)C=1C=NN(C1)C)N(N=C2C(C)C)C2=C(C=C(C#N)C=C2)CC